ethylimino-[2-[3-ethylsulfonyl-5-(2,2,2-trifluoroethoxy)-2-pyridyl]-1,3-benzoxazol-5-yl]-oxo-(trifluoromethyl)-λ6-sulfane C(C)N=S(C(F)(F)F)(=O)C=1C=CC2=C(N=C(O2)C2=NC=C(C=C2S(=O)(=O)CC)OCC(F)(F)F)C1